1-(3-chloro-5-methyl-2-pyridyl)piperazine ClC=1C(=NC=C(C1)C)N1CCNCC1